3-Bromo-4-(methylamino)-5-nitrobenzoic acid BrC=1C=C(C(=O)O)C=C(C1NC)[N+](=O)[O-]